2-(((5-(pyridin-2-yl)pyrazin-2-yl)oxy)methyl)oxazole N1=C(C=CC=C1)C=1N=CC(=NC1)OCC=1OC=CN1